1,3,5-triazine-2,4-Dithiol N1=C(N=C(N=C1)S)S